[Na+].C(C=C)OCC(CS(=O)(=O)[O-])O 3-allyloxy-2-hydroxypropanesulfonic acid sodium salt